2-((1r,2r)-2-(methoxymethyl)cyclohexyl)quinoline-6-carbaldehyde COC[C@H]1[C@@H](CCCC1)C1=NC2=CC=C(C=C2C=C1)C=O